C(C)C1=CC(=C(C(N1)=O)CNC(=O)C=1OC(=CC1)[N+](=O)[O-])C N-((6-Ethyl-4-methyl-2-oxo-1,2-dihydropyridin-3-yl)methyl)-5-nitrofuran-2-carboxamide